CN([C@@H](CC1=CC=CC=C1)C(=O)O)C(C1=CC=C(C=C1)C(C=CC1=CC(=C(C(=C1)C)O)C)=O)=O methyl-(4-(3-(4-hydroxy-3,5-dimethylphenyl)acryloyl)benzoyl)phenylalanine